7-((5-methyl-6-(piperazin-1-yl)pyridin-3-yl)methyl)-2-(2-methylbutoxy)imidazo[2,1-f][1,2,4]triazin-4-amine CC=1C=C(C=NC1N1CCNCC1)CC1=CN=C2C(=NC(=NN21)OCC(CC)C)N